COC1=CC=C(C=C1)C(=O)N1CC2(C1)CC(C2)N(C=2C1=C(N=CN2)NC=C1)C (4-Methoxyphenyl)(6-(methyl(7H-pyrrolo[2,3-d]pyrimidin-4-yl)amino)-2-azaspiro[3.3]heptan-2-yl)methanon